C1(CCCC1)N1C(C2(C3=C1N=C(N=C3)NC3=C(C=C(C=C3)S(=O)(=O)C3CCNCC3)C)CC2)=O 7'-cyclopentyl-2'-[2-methyl-4-(4-piperidylsulfonyl)anilino]spiro[cyclopropane-1,5'-pyrrolo[2,3-d]pyrimidine]-6'-one